FC1(C(C2=C(C=C(C=C2C1)F)F)NS(=O)(=O)N)F N-(2,2,5,7-tetrafluoro-2,3-dihydro-1H-inden-1-yl)sulfamide